N-{7-oxabicyclo[2.2.1]heptan-2-ylmethyl}-1-{4-[4-({[3-(trifluoromethoxy)phenyl]methyl}carbamoyl)-1H-1,2,3-triazol-1-yl]butyl}-1H-1,2,3-triazole-4-carboxamide C12C(CC(CC1)O2)CNC(=O)C=2N=NN(C2)CCCCN2N=NC(=C2)C(NCC2=CC(=CC=C2)OC(F)(F)F)=O